C1(=CC=CC=C1)C=1C=CC=2N(C3=CC=C(C=C3C2C1)C1=CC=CC=C1)CCCOP(O)(O)=O [3-(3,6-diphenyl-9H-carbazol-9-yl)propyl]phosphoric acid